C(#N)C=1C=2CCCC2C(=C2CCCC12)NC(=O)N=[S@@](=O)(N)C=1SC(=CC1F)[C@@](CO)(C)O |&1:18| (S,S) and (R,S)-N'-((8-cyano-1,2,3,5,6,7-hexahydro-s-indacen-4-yl)carbamoyl)-5-(1,2-dihydroxypropan-2-yl)-3-fluorothiophene-2-sulfonimidamide